FC1=C(C=CC=C1)C1=NNC(=C1)N 3-(2-fluorophenyl)-1H-pyrazol-5-amine